ClC1=CC=C2C(=CC=NC2=C1)O[C@@H]1CN(CC1)CC(=O)N1[C@@H](CC(C1)(F)F)C#N (S)-1-(2-((S)-3-((7-chloroquinolin-4-yl)oxy)pyrrolidin-1-yl)acetyl)-4,4-difluoropyrrolidine-2-carbonitrile